7-benzyl-8-(2-fluorophenoxy)-1-(3-hydroxypropyl)-3-methyl-1H-purine-2,6(3H,7H)-dione C(C1=CC=CC=C1)N1C(=NC=2N(C(N(C(C12)=O)CCCO)=O)C)OC1=C(C=CC=C1)F